N-(1-((tetrahydro-2H-pyran-4-yl)methyl)azetidin-3-yl)-1H-pyrazolo[4,3-c]pyridine-3-carboxamide O1CCC(CC1)CN1CC(C1)NC(=O)C1=NNC2=C1C=NC=C2